3-bromo-5-(4-bromophenyl)-2-(4-methoxyphenyl)thiophene BrC1=C(SC(=C1)C1=CC=C(C=C1)Br)C1=CC=C(C=C1)OC